9-{3'-[6-(biphenyl-3-yl)dibenzothiophen-4-yl]biphenyl-3-yl}naphtho[1',2':4,5]furo[2,3-b]pyrazine C1(=CC(=CC=C1)C1=CC=CC=2C3=C(SC21)C(=CC=C3)C=3C=C(C=CC3)C3=CC(=CC=C3)C3=CN=C2C(=N3)OC3=C2C=2C=CC=CC2C=C3)C3=CC=CC=C3